2-[3-(4-cyclopropylpyrazol-1-yl)-1-[2-(1H-pyrazol-4-ylamino)-[1,2,4]triazolo[1,5-a]pyridin-8-yl]azetidin-3-yl]acetonitrile C1(CC1)C=1C=NN(C1)C1(CN(C1)C=1C=2N(C=CC1)N=C(N2)NC=2C=NNC2)CC#N